ClC=1C(=C(CN2CCC(CC2)(C(=O)O)CC2=NC(=CC=C2C#N)NC2=NNC(=C2)C)C=CC1)F 1-(3-chloro-2-fluorobenzyl)-4-((3-cyano-6-((5-methyl-1H-pyrazol-3-yl)amino)pyridin-2-yl)methyl)piperidine-4-carboxylic acid